(S)-N-[7-chloro-6-(4-cyano-1-piperidinyl)-3-isoquinolinyl]-6-oxaspiro[2.5]octane-2-carboxamide ClC1=C(C=C2C=C(N=CC2=C1)NC(=O)[C@H]1CC12CCOCC2)N2CCC(CC2)C#N